C(C)(C)OC(=O)NC1=C(N=NN1C)C1=CC=C(C(=N1)C)O[C@@H]1C[C@H](CCC1)C(=O)O (1S,3S)-3-((6-(5-((isopropoxycarbonyl)amino)-1-methyl-1H-1,2,3-triazol-4-yl)-2-methylpyridin-3-yl)oxy)cyclohexane-1-carboxylic acid